C(C)C(C(=O)OOOC(C)(C)C)CCCC tertbutylperoxy 2-ethylhexanoate